1-bromo-4-fluoro-8,9-dihydro-2,7,9a-triazabenzo[cd]azulen-6(7H)-one BrC1=NC2=C3C(C(NCCN13)=O)=CC(=C2)F